(R,E)-4-hydroxy-6-((1R,2S,5R)-2-hydroxy-5-((2Z,5Z,8Z)-undeca-2,5,8-trien-1-yl)cyclopentyl)hex-5-enoic acid O[C@H](CCC(=O)O)\C=C\[C@@H]1[C@H](CC[C@@H]1C\C=C/C\C=C/C\C=C/CC)O